CCCCCC(C)C DimethylHexane